zinc(II) oleate C(CCCCCCC\C=C/CCCCCCCC)(=O)[O-].[Zn+2].C(CCCCCCC\C=C/CCCCCCCC)(=O)[O-]